C12CC(CC2C1)OC1=C(C=C(C=C1F)NC(=O)C=1N=C(OC1CC(F)(F)F)N1CCCC1)F N-(4-(cis-bicyclo[3.1.0]hexan-3-yloxy)-3,5-difluorophenyl)-2-(pyrrolidin-1-yl)-5-(2,2,2-trifluoroethyl)oxazole-4-carboxamide